((3-hydroxycyclohexyl)methyl)carbamic acid tert-butyl ester C(C)(C)(C)OC(NCC1CC(CCC1)O)=O